2-(4-methoxyphenyl)-3-(3,5-dimethoxyphenyl)-6-methoxy-4-benzofurancarboxylic acid-1H-benzotriazol-1-yl ester N1(N=NC2=C1C=CC=C2)OC(=O)C=2C=C(C=C1C2C(=C(O1)C1=CC=C(C=C1)OC)C1=CC(=CC(=C1)OC)OC)OC